N1(C=NC=C1)C=1C=CC(=C(C1)O)C=1SC(=NN1)/C=C\1/C[C@]2(CC[C@@H](C1)N2)C 5-(1H-imidazol-1-yl)-2-(5-((E)-((1R,5S)-1-methyl-8-azabicyclo[3.2.1]octan-3-ylidene)methyl)-1,3,4-thiadiazol-2-yl)phenol